C(C)(C)(C)C1NNC(C2=C(C=CC=C12)[C@@H](CC(=O)OCC)CC)=O tert-butyl-5-[(3R)-1-ethoxy-1-oxopentan-3-yl]-4-oxo-1,3-dihydrophthalazine